4-(4-(tert-butyl)phenyl)-2-methylpyridine C(C)(C)(C)C1=CC=C(C=C1)C1=CC(=NC=C1)C